4-amino-1-methyl-N-(2-oxopyrrolidin-1-yl)-N-(pyridin-2-ylmethyl)-1H-pyrazolo[4,3-c]quinoline-8-carboxamide NC1=NC=2C=CC(=CC2C2=C1C=NN2C)C(=O)N(CC2=NC=CC=C2)N2C(CCC2)=O